2-((5R,8aS)-5-methyl-3-tributylstannyl-5,6,8a,9-tetrahydro-8H-7,10-dioxa-2,4,4b-triazaphenanthrene-1-yl)-propan-2-ol C[C@H]1N2C=3N=C(N=C(C3OC[C@@H]2COC1)C(C)(C)O)[Sn](CCCC)(CCCC)CCCC